C(C=C)(=O)N1[C@H](CN(CC1)C1=NC(=NC=2C[C@H](CCC12)N1CCCC2=CC=CC=C12)N1[C@H](CCC1)C(=O)N(C)C)CC#N (R)-1-((S)-4-((S)-4-Acryloyl-3-(cyanomethyl)piperazin-1-yl)-7-(3,4-dihydroquinolin-1(2H)-yl)-5,6,7,8-tetrahydroquinazolin-2-yl)-N,N-dimethylpyrrolidine-2-carboxamide